1-((1-ethyl-1H-imidazol-5-yl)methyl)-1H-imidazole-5-carbaldehyde C(C)N1C=NC=C1CN1C=NC=C1C=O